ClC1=NC(=CC2=C1N=C(N=C2)N[C@H]2[C@H](COC2)NC(C=C)=O)C2=C(C(=CC(=C2Cl)OC)OC)Cl N-((3R,4S)-4-((8-chloro-6-(2,6-dichloro-3,5-dimethoxyphenyl)pyrido[3,4-d]pyrimidin-2-yl)amino)tetrahydrofuran-3-yl)acrylamide